OCC(C)(CC)NC(C[C@H]1N(CCC1)C)=O (S)-N-(1-hydroxy-2-ethyl-propan-2-yl)-2-(1-methylpyrrolidin-2-yl)acetamide